O[C@H]1C=C2C=3CCC4=CC(C=C[C@@]4(C3CC[C@]2(C1)C)C)=O (10S,13S,16R)-16-hydroxy-10,13-dimethyl-6,7,10,11,12,13,16,17-octahydro-3H-cyclopenta[a]phenanthren-3-one